methyl 6-((4-(3-(pyridin-3-yl)ureido)phenyl)ethynyl)-[1,1'-biphenyl]-2-carboxylate N1=CC(=CC=C1)NC(NC1=CC=C(C=C1)C#CC=1C=CC=C(C1C1=CC=CC=C1)C(=O)OC)=O